FC(C=1C=C(C=CC1)C#CCO)F 3-(3-(difluoromethyl)phenyl)prop-2-yn-1-ol